3-[[(1R)-1-[3-Methyl-4-oxo-2-phenyl-6-(trifluoromethyl)-chromen-8-yl]ethyl]amino]pyridine-2-carboxylic acid CC1=C(OC2=C(C=C(C=C2C1=O)C(F)(F)F)[C@@H](C)NC=1C(=NC=CC1)C(=O)O)C1=CC=CC=C1